C(=O)OCC1=C(C=CC(=C1)C(F)(F)F)C1=C2C(=C(N=N1)N[C@H]1CN(CCC1)C)C=NC=C2 [2-(4-{[(3R)-1-methylpiperidin-3-yl]amino}pyrido[3,4-d]pyridazin-1-yl)-5-(trifluoromethyl)phenyl]methanol formate